3-[2-(1,3-dioxolan-2-yl)-3-[(4-methoxyphenyl)methoxy]phenyl]-N-{5-[(1S,3R)-3-[(6-isopropylpyridazin-3-yl)oxy]cyclopentyl]-1H-pyrazol-3-yl}propanamide O1C(OCC1)C1=C(C=CC=C1OCC1=CC=C(C=C1)OC)CCC(=O)NC1=NNC(=C1)[C@@H]1C[C@@H](CC1)OC=1N=NC(=CC1)C(C)C